1,2,3,6-tetrahydropyridine trifluoroacetate FC(C(=O)O)(F)F.N1CCC=CC1